P(=O)(OC(C(F)(F)F)C(F)(F)F)(OC(C(F)(F)F)C(F)(F)F)[O-] di-(hexafluoroisopropyl) phosphate